N-(3-Amino-4-(2-chloro-5-fluorophenoxy)-1-(2-(methylamino)-2-oxoethyl)-1H-indazol-5-yl)-3-fluoro-5-(trifluoromethyl)benzamide NC1=NN(C2=CC=C(C(=C12)OC1=C(C=CC(=C1)F)Cl)NC(C1=CC(=CC(=C1)C(F)(F)F)F)=O)CC(=O)NC